FC(OC1=CC=C(C=C1)C1=CN=CC(=N1)C(=O)NC[C@@H](O)C1=CC(=CC(=C1)OC)OC)F (S)-6-(4-(difluoromethoxy)phenyl)-N-(2-(3,5-dimethoxyphenyl)-2-hydroxyethyl)pyrazine-2-carboxamide